2-(2-(4-chlorophenyl)-3,3-diphenylallyl)-3-methylpyridine ClC1=CC=C(C=C1)C(CC1=NC=CC=C1C)=C(C1=CC=CC=C1)C1=CC=CC=C1